F[B-](F)(F)F.C(C)[Cu](C#N)(CC)(CC)CC Tetraethyl-cyanocopper tetrafluoroborate